2-(4-(3-(3-(2,4-bis(trifluoromethyl)phenyl)-7-fluoro-2-oxo-2,3,4,5-tetrahydro-1H-benzo[b]azepin-1-yl)prop-1-ynyl)-1H-pyrazol-1-yl)propanamide FC(C1=C(C=CC(=C1)C(F)(F)F)C1CCC2=C(N(C1=O)CC#CC=1C=NN(C1)C(C(=O)N)C)C=CC(=C2)F)(F)F